(R)-2'-chloro-N-(5-((5-(1-hydroxyethyl)pyridin-2-yl)methoxy)-1,3,4-thiadiazol-2-yl)-5'-methoxy-6-methyl-(4,4'-bipyridyl)-3-carboxamide ClC1=NC=C(C(=C1)C1=C(C=NC(=C1)C)C(=O)NC=1SC(=NN1)OCC1=NC=C(C=C1)[C@@H](C)O)OC